FC=1C(=C2C(=NC(=NN2C1)NC1CCC(CC1)(O)C)OC)C=1C=CC2=C(N(C=N2)CCF)C1 (1s,4s)-4-((6-fluoro-5-(1-(2-fluoroethyl)-1H-benzo[d]imidazol-6-yl)-4-methoxypyrrolo[2,1-f][1,2,4]triazin-2-yl)amino)-1-methylcyclohexan-1-ol